CC=CC=C penta-2,4-dien